3-(4-(7-carbamoyl-6-methoxybenzo[d]imidazo[2,1-b]thiazol-2-yl)-3-fluorophenyl)pyrrolidine-1-carboxylic acid tert-butyl ester C(C)(C)(C)OC(=O)N1CC(CC1)C1=CC(=C(C=C1)C=1N=C2SC3=C(N2C1)C=C(C(=C3)C(N)=O)OC)F